N=1N2C(=CC1N1C=3C=CC(=NC3CCC1)C(C)NC(C1=CC=C(C=C1)F)=O)CCC2 N-(1-(5-(5,6-dihydro-4H-pyrrolo[1,2-b]pyrazol-2-yl)-5,6,7,8-tetrahydro-1,5-naphthyridin-2-yl)ethyl)-4-fluorobenzamide